C1(=CC=CC=C1)S(=O)(=O)N1C=CC2=CC(=CC=C12)B(O)O 1-(PHENYLSULPHONYL)-1H-INDOLE-5-BORONIC ACID